(R)-N-methyl-N-(5-((S)-1,2,3,4-tetrahydro-1,8-naphthyridin-2-yl)pentyl)pyrrolidin-3-amine CN([C@H]1CNCC1)CCCCC[C@@H]1NC2=NC=CC=C2CC1